C(C)[N+]1(CCCC1)C1C(CC(C1)(C)C)C N-ethyl-N-(2,4,4-trimethyl-cyclopentyl)pyrrolidinium